ClC1=C(C=CC=2C3=C(NC12)[C@@H](CN(C3)C(=O)C3=NC=C(C=N3)OC)C3=CC=CC=C3)Cl (R)-(6,7-dichloro-4-phenyl-1,3,4,5-tetrahydro-2H-pyrido[4,3-b]indol-2-yl)(5-methoxypyrimidin-2-yl)methanone